CC1=CC=C(CC2=CC=C(C=C2)C2CCCN3C2=NS(CC3)(=O)=O)C=C1 9-[4-(4-methylbenzyl)phenyl]-3,4,6,7,8,9-hexahydropyrido[2,1-c][1,2,4]thiadiazine 2,2-dioxide